OCC(CO)O[C@H]1O[C@@H]([C@@H]([C@@H]([C@H]1O)O)O)CO (2S,3R,4S,5R,6R)-2-[(1,3-dihydroxypropan-2-yl)oxy]-6-(hydroxymethyl)oxacyclohexan-3,4,5-triol